N,6-dimethyl-5,7-dihydrothieno[3,2-b]pyran-6-amine formic acid salt C(=O)O.CNC1(CC2=C(OC1)C=CS2)C